3-(4-((1-cyclopentyl-3-(3,5-dichloro-4-hydroxyphenyl)-1H-indazol-6-yl)methoxy)phenyl)butanoic acid C1(CCCC1)N1N=C(C2=CC=C(C=C12)COC1=CC=C(C=C1)C(CC(=O)O)C)C1=CC(=C(C(=C1)Cl)O)Cl